N(=NC(C#N)(C)C)C(C#N)(C)C 2,2'-azobis-isobutyronitrile